NC1(CCC(CC1)N1C=C(C2=C1N=CN=C2N)C2=CC=C(C=C2)OC2=CC=CC=C2)CC(=O)N 2-(1-amino-4-(4-amino-5-(4-phenoxyphenyl)-7H-pyrrolo[2,3-d]pyrimidin-7-yl)cyclohexyl)acetamide